potassium 9,10-anthraquinone-1,8-disulfonate C1(=CC=CC=2C(C3=CC=CC(=C3C(C12)=O)S(=O)(=O)[O-])=O)S(=O)(=O)[O-].[K+].[K+]